COCC(C)(C)NC(=O)[C@H]1CN(CC[C@@H]1NC(=O)C1=NOC(=C1)C1=C(C=C(C=C1F)F)F)CC1CC1 (3S,4S)-1-Cyclopropylmethyl-4-{[5-(2,4,6-trifluoro-phenyl)-isoxazole-3-carbonyl]-amino}-piperidine-3-carboxylic acid (2-methoxy-1,1-dimethyl-ethyl)-amide